(S)-1-(3-(5-(2-methyl-[1,1'-biphenyl]-3-yl)-1,3,4-oxadiazol-2-yl)benzyl)piperidine-2-carboxylic acid hydrochloride Cl.CC1=C(C=CC=C1C1=NN=C(O1)C=1C=C(CN2[C@@H](CCCC2)C(=O)O)C=CC1)C1=CC=CC=C1